5-bromo-6-chloronaphthalene BrC1=C2C=CC=CC2=CC=C1Cl